Methyl 4-fluoro-2-[(4-methoxyphenyl)methylsulfanyl]benzoate FC1=CC(=C(C(=O)OC)C=C1)SCC1=CC=C(C=C1)OC